pteridine-3-amine N=1CN(C=C2N=CC=NC12)N